FC=1C=C(C=CC1)C=1C(=NN(C1C(=O)O)C=1SC(=C(N1)C1=CC=C(C=C1)C(F)(F)F)SC(C)C)OC 4-(3-fluorophenyl)-1-(5-(isopropylsulfanyl)-4-(4-(trifluoromethyl)phenyl)thiazol-2-yl)-3-methoxy-1H-pyrazole-5-carboxylic acid